ClC(COC(=O)N[C@@H](CC1=CC=C(C=C1)[N+](=O)[O-])C(=O)O)(Cl)Cl N-(2,2,2-trichloroethoxycarbonyl)-4-nitrophenylalanine